C(C)(C)(C)OC(=O)N1CC(C1)O[Si](C1=CC=CC=C1)(C1=CC=CC=C1)C(C)(C)C 3-((tert-Butyldiphenylsilyl)oxy)azetidine-1-carboxylic acid tert-butyl ester